N-[(S)-1-(3-carbamoyl-4-fluorophenyl)ethyl]-4-[(S)-5-methyl-1,4-diazepan-1-yl]-8-cyclopropyl-6-methyl-1,7-diaza-3-naphthamide C(N)(=O)C=1C=C(C=CC1F)[C@H](C)NC(=O)C=1C=NC2=C(N=C(C=C2C1N1CCN[C@H](CC1)C)C)C1CC1